CC1=C(C(=O)P(C(C2C=CC=CC2(C)C)=O)=O)C=CC(=C1)C 2,4-dimethylbenzoyl-6,6-dimethylbenzoyl-phosphine oxide